C(C)(C)(C)OC(NCC=1C=C2CN(C(C2=CC1)=O)[C@@]1(C(NC(CC1)=O)=O)C)=O (S)-((2-(3-methyl-2,6-dioxopiperidin-3-yl)-1-oxoisoindolin-5-yl)methyl)carbamic acid tert-butyl ester